C(C)C(COC([C@H](CC1=CC(=CC(=C1)F)F)N[P@](=O)(OC1=CC=CC=C1)OC1=C(C(=C(C(=C1F)F)F)F)F)=O)CC.N1C(C1=O)=O Ethyleniminequinone 2-Ethylbutyl-(S)-3-(3,5-difluorophenyl)-2-(((S)-(perfluorophenoxy)(phenoxy)phosphoryl)amino)propanoate